N-(6-bromo-3-carbamoyl-1-chloro-2-naphthyl)-5-[(4-chloroindazol-1-yl)methyl]-2-(3-chloro-2-pyridyl)pyrazole-3-carboxamide BrC=1C=C2C=C(C(=C(C2=CC1)Cl)NC(=O)C=1N(N=C(C1)CN1N=CC2=C(C=CC=C12)Cl)C1=NC=CC=C1Cl)C(N)=O